C(CCC)SC(=S)SC(C(=O)O)C 2-(((butylthio)thiocarbonyl)-thio)-propanoic acid